BrC1=C(C(=CC(=C1)C(C(F)(F)F)(C(F)(F)F)O)Cl)NC(=O)C=1C=CC(=C(C1)C=1C(=C(C(=O)N)C=CC1C#N)C)C#N [5-[[[2-bromo-6-chloro-4-[2,2,2-trifluoro-1-hydroxy-1-(trifluoro-methyl)ethyl]phenyl]amino]carbonyl]-2-cyano-phenyl]-4-cyano-2-methyl-benzamide